C(C)OC(=O)C=1SC(=C(N1)C(=O)N1[C@H](CC(C1)(F)F)C)C=1C=NC(=CC1C(F)F)N[C@H](C(F)(F)F)C 4-((S)-4,4-difluoro-2-methylpyrrolidine-1-carbonyl)-5-(4-(difluoromethyl)-6-(((S)-1,1,1-Trifluoropropan-2-yl)amino)pyridin-3-yl)thiazole-2-carboxylic acid ethyl ester